tert-Butyl (±)-3-(((tert-butyl dimethyl silyl)oxy)methyl)-4-(2-fluoro-6-(methoxycarbonyl)pyridin-3-yl)piperazine-1-carboxylate [Si](C)(C)(C(C)(C)C)OC[C@H]1CN(CCN1C=1C(=NC(=CC1)C(=O)OC)F)C(=O)OC(C)(C)C |r|